ClC=1C(=C(C=CC1)NC1=NC=CC2=C(C(=CC=C12)C)NC(=O)C=1C=C(C=C2C(NC=NC12)=O)C)F N-(1-((3-chloro-2-fluorophenyl)amino)-6-methylisoquinolin-5-yl)-6-methyl-4-oxo-3,4-dihydroquinazoline-8-carboxamide